(S)-8-(6-((R)-1-(4'-(dimethylcarbamoyl)-3-(3-methyl-1H-pyrazol-1-yl)-[1,1'-biphenyl]-4-yl)-2,2,2-trifluoroethoxy)-2-methylpyrimidin-4-yl)-2,8-diazaspiro[4.5]decane-3-carboxylic acid CN(C(=O)C1=CC=C(C=C1)C1=CC(=C(C=C1)[C@H](C(F)(F)F)OC1=CC(=NC(=N1)C)N1CCC2(C[C@H](NC2)C(=O)O)CC1)N1N=C(C=C1)C)C